3-(4-bromophenyl)-boc-piperidine BrC1=CC=C(C=C1)C1CN(CCC1)C(=O)OC(C)(C)C